2-(6-((4-(6-((4-chloro-2-fluorobenzyl)oxy)pyridin-2-yl)piperidin-1-yl)methyl)pyridin-3-yl)cyclopropane-1-carboxylic acid ClC1=CC(=C(COC2=CC=CC(=N2)C2CCN(CC2)CC2=CC=C(C=N2)C2C(C2)C(=O)O)C=C1)F